FC(C(=O)O)(F)F.FC(C(=O)O)(F)F.CC1=C(C(=O)N[C@H](C)C2=CC=CC3=CC=CC=C23)C=C(C=C1)NCCCNC (R)-2-methyl-5-((3-(methylamino)propyl)amino)-N-(1-(naphthalen-1-yl)ethyl)benzamide bis(2,2,2-trifluoroacetate)